S-(4-methylphenyl)thio-di(3,5-dimethylphenyl)phosphorus oxide CC1=CC=C(C=C1)SP(C1=CC(=CC(=C1)C)C)(C1=CC(=CC(=C1)C)C)=O